C(C)N1C=C(C(C2=CC=CC=C12)=O)S(=O)(=O)N1CCC2(C[C@@H](CO2)NC[C@H](COC2=CC(=CC=C2)S(=O)(=O)C)O)CC1 1-ethyl-3-((S)-3-((R)-2-hydroxy-3-(3-(methylsulfonyl)phenoxy)propylamino)-1-oxa-8-azaspiro[4.5]decan-8-ylsulfonyl)quinolin-4(1H)-one